ClCC(=O)NCCNC(CCC1=CC(=C(C=C1)C1OCCCO1)C1OCCCO1)=O N-(2-(2-chloroacetamido)ethyl)-3-(3,4-bis(1,3-dioxan-2-yl)phenyl)propanamide